C(OCC)(OCOCC([C@H](C[C@H]1C(NCC1)=O)NC([C@@H](NC(=O)C=1NC2=CC=CC(=C2C1)OC)CC(C)C)=O)=O)=O ethyl ({(3S)-3-({N-[(4-methoxy-1H-indol-2-yl)carbonyl]-L-leucyl}amino)-2-oxo-4-[(3S)-2-oxopyrrolidin-3-yl]butyl}oxy)methyl carbonate